FC=1C=C(C=C(C1C(C)C)F)C(NC(=O)C1N(CC(C1)F)C(CC=1OC=CN1)=O)C1=CC=CC=C1 N-{[3,5-difluoro-4-(propan-2-yl)phenyl](phenyl)methyl}-4-fluoro-1-[2-(1,3-oxazol-2-yl)acetyl]pyrrolidine-2-carboxamide